C(C)(C)(C)OC(NCCC1=CC(=CC(=C1)F)N)=O (3-amino-5-fluorophenethyl)carbamic acid tert-butyl ester